NC=1C(=NC(=C(N1)C=1C=NN(C1)C)C1=CC(=NC(=C1)C)C)C(=O)NCC1=C(C=CC=C1F)F 3-amino-N-(2,6-difluorobenzyl)-6-(2,6-dimethylpyridin-4-yl)-5-(1-methyl-1H-pyrazol-4-yl)pyrazine-2-carboxamide